N-{6-[(2-amino-4-fluorophenyl)amino]-6-oxohexyl}-3-[4-(pyrrolidin-1-yl)phenyl]-1H-pyrazole-5-carboxamide NC1=C(C=CC(=C1)F)NC(CCCCCNC(=O)C1=CC(=NN1)C1=CC=C(C=C1)N1CCCC1)=O